C(C)(C)(C)C=1C(=C(C=C(C1)CCC(=O)OC)N1N=C2C(=N1)C=CC(=C2)Cl)O 2-(3'-tert-butyl-5'-(2-methoxycarbonylethyl)-2'-hydroxyphenyl)-5-chlorobenzotriazole